ClC=1C=CC(=NC1)C1(CC1)C=1C=C2C(=CC=NC2=CC1)C(=O)O 6-(1-(5-chloropyridin-2-yl)cyclopropyl)quinoline-4-carboxylic acid